COC(C1=C(C(=CC=C1F)N)Cl)=O 3-amino-2-chloro-6-fluorobenzoic acid methyl ester